1-(2-cyano-4-fluorophenyl)-2-oxo-N-[6-(2,2,2-trifluoroethoxy)pyridin-3-yl]-1,2-dihydropyridine-3-carboxamide C(#N)C1=C(C=CC(=C1)F)N1C(C(=CC=C1)C(=O)NC=1C=NC(=CC1)OCC(F)(F)F)=O